2-(4-(2-bromonaphthalen-1-yl)phenyl)-4,6-dimethyl-1,3,5-triazine BrC1=C(C2=CC=CC=C2C=C1)C1=CC=C(C=C1)C1=NC(=NC(=N1)C)C